(E)-2-(3-(2-hydroxypropoxy)benzyl)-6-(methylcarbamoyl)isonicotinic acid OC(COC=1C=C(CC=2C=C(C(=O)O)C=C(N2)C(NC)=O)C=CC1)C